C[Si](CC(CC(=O)NC=1C=CC=C2C=CC=NC12)CC1=CC=C(C=C1)C(F)(F)F)(C1=CC=CC=C1)C 4-[Dimethyl(phenyl)silyl]-N-(quinolin-8-yl)-3-[4-(trifluoromethyl)benzyl]butanamide